ClCC1=NNC=C1 3-(chloromethyl)-1H-pyrazole